NC1=NC=NN2C1=C(C=C2C=2C=C(C(=NC2C)OC[2H])C(=O)N[C@@H]2CN(C[C@@H]2F)C(=O)C2CC(C2)F)C(F)(F)F 5-[4-amino-5-(trifluoromethyl)pyrrolo[2,1-f][1,2,4]triazin-7-yl]-N-[(3R,4S)-4-fluoro-1-(3-fluorocyclobutanecarbonyl)pyrrolidin-3-yl]-2-(Deutero)methoxy-6-methylpyridine-3-carboxamide